tri(t-butoxyphenyl)phosphine C(C)(C)(C)OC1=C(C=CC=C1)P(C1=C(C=CC=C1)OC(C)(C)C)C1=C(C=CC=C1)OC(C)(C)C